ClC1=CC2=C(N(C(C(N2C)=O)=O)C2CCN(CC2)C2=NC=C(C=N2)OC(F)F)N=C1 7-chloro-4-(1-(5-(difluoromethoxy)pyrimidin-2-yl)piperidin-4-yl)-1-methyl-1,4-dihydropyrido[2,3-b]pyrazine-2,3-dione